5,6,7,8-tetrahydro-8R-hydroxy-6R-tridecylpyrimidino[1,2-a]purin O[C@@H]1C[C@H](NC=2N1C=C1N=CN=C1N2)CCCCCCCCCCCCC